(E)-N'-[8-bromo-6-[1-(oxan-2-yl)pyrazolo[3,4-b]pyridine-4-carbonyl]quinolin-5-yl]-N,N-dimethylmethanimidamide BrC=1C=C(C(=C2C=CC=NC12)/N=C/N(C)C)C(=O)C=1C2=C(N=CC1)N(N=C2)C2OCCCC2